(5-tert-butyl-4-hydroxy-3-tolyl)propionic acid C(C)(C)(C)C=1C(=C(C=C(C1)C)C(C(=O)O)C)O